NC1=CC=C(C=C1)NC1=CC=C(C=C1)N N-(4'-aminophenyl)para-phenylenediamine